2-(methanesulfonylmethyl)-3-methylcyclopropane CS(=O)(=O)CC1CC1C